[Na].COCC(C)O 1-methoxypropan-2-ol sodium salt